NC1=NC2=C(C=CC=C2C(=N1)C(=O)NCC1=NC(=CC=C1F)C)C=1OC=CN1 2-amino-N-[(3-fluoro-6-methyl-2-pyridyl)methyl]-8-oxazol-2-yl-quinazoline-4-carboxamide